O=C1NC(CCC1C1=C(CN2CCC(CC2)C=2OC3=C(N2)C=C(C(=C3)NC(C3=CN=C(C=C3)C(F)(F)F)=O)C(C)(C)O)C=CC=C1)=O N-(2-(1-(2-(2,6-dioxopiperidin-3-yl)benzyl)piperidin-4-yl)-5-(2-hydroxypropan-2-yl)benzo[d]oxazol-6-yl)-6-(trifluoromethyl)nicotinamide